CC1=NN(C(=C1)C(=O)OCC1=NN(C2=CC=C(C=C12)Br)CC1COCC1)CCN1C=NC=C1 (5-bromo-1-((tetrahydrofuran-3-yl)methyl)-1H-indazol-3-yl)methanol methyl-1-(2-(1H-imidazol-1-yl)ethyl)-1H-pyrazole-5-carboxylate